CCP(C)(C1=CC(=C(C=C1)N)F)=O methyl-(4-amino-3-fluorophenyl)dimethylphosphine oxide